BrC1=NN(C(=C1)C(C)(C)N(C)C)C 2-(3-Bromo-1-methyl-1H-pyrazol-5-yl)-N,N-dimethylpropan-2-amine